C(C1=CC=CC=C1)N1C[C@@H]2C([C@@H]2C1)C1=CC(=CC=C1)Br (1R,5s,6s)-3-Benzyl-6-(3-bromophenyl)-3-azabicyclo[3.1.0]hexane